C(C)(C)(C)OC(=O)N([C@@H](C(=O)O)C)C (R)-2-((tert-butoxycarbonyl)(methyl)amino)propionic acid